C(C)(C)(C)C=1C=C(C=CC1)C=1C=2N(C3=CC=C(C=C3N1)C(=O)O)C=CN2 4-(3-(tert-Butyl)phenyl)imidazo[1,2-a]quinoxaline-7-carboxylic acid